5-[3-(2-Hydroxyphenyl)propyl]benzene-1,3-diol OC1=C(C=CC=C1)CCCC=1C=C(C=C(C1)O)O